N-(4-(1H-imidazol-1-yl)phenyl)-4-(4-methoxyphenyl)-[2,4'-bithiazole]-2'-amine N1(C=NC=C1)C1=CC=C(C=C1)NC=1SC=C(N1)C=1SC=C(N1)C1=CC=C(C=C1)OC